CN(C)C[C@@H]1[C@@H]([C@@H]2CN(CCCCN12)C(=O)NC1=CC=C(C=C1)OC)C=1C=NC(=CC1)C#CC1=CC=CC=C1 (8R,9S,10S)-10-((dimethylamino)methyl)-N-(4-methoxyphenyl)-9-(6-(phenylethynyl)pyridin-3-yl)-1,6-diazabicyclo[6.2.0]decane-6-carboxamide